C(CCCCCCC\C=C/CCCCCCCC)O cis-9-Octadecen-1-ol